(imino (4-(((S)-2-((2R,4R)-4-phenylpyrrolidine-2-carboxamido) propanamido) methyl) phenyl) methyl) carbamate C(N)(OC(C1=CC=C(C=C1)CNC([C@H](C)NC(=O)[C@@H]1NC[C@H](C1)C1=CC=CC=C1)=O)=N)=O